C(#N)C1=CC(=C(C=C1)CCN1CC(CCC1)N1CCC(CC1)CC(=O)O)F 2-(1'-(4-cyano-2-fluorophenylethyl)-[1,3'-bipiperidin]-4-yl)acetic acid